1-methoxy-4-(6-methyl-2-((5-methyl-1H-pyrazol-3-yl)amino)pyrimidin-4-yl)cyclohexane-1-carboxylic acid COC1(CCC(CC1)C1=NC(=NC(=C1)C)NC1=NNC(=C1)C)C(=O)O